FC1C(C12CCN(CC2)C(=O)OC(C)(C)C)CO tert-Butyl 1-fluoro-2-(hydroxymethyl)-6-azaspiro[2.5]octane-6-carboxylate